5-ethyl-1,5-octadiene C(C)C(CCC=C)=CCC